N-(3-(1-methyl-1H-1,2,4-triazol-3-yl)phenyl)-5-((4-(4-methylpiperazin-1-yl)phenyl)amino)pyrazolo[1,5-a]pyrimidine-3-carboxamide CN1N=C(N=C1)C=1C=C(C=CC1)NC(=O)C=1C=NN2C1N=C(C=C2)NC2=CC=C(C=C2)N2CCN(CC2)C